NC1=C(OC=C1)C1=NC=NC=C1 aminopyrimidin-4-ylfuran